(ethylcyclopentadienyl)(1,3-cyclohexadiene) iridium [Ir].C(C)C1(C=CC=C1)C1=CC=CCC1